(E)-2-benzylidene-6-oxo-8-phenyloctanoic acid methyl ester COC(/C(/CCCC(CCC1=CC=CC=C1)=O)=C/C1=CC=CC=C1)=O